tert-butyl (E)-(3-fluoro-2-(((2-((2-hydroxyethyl)amino)benzo[d]oxazol-6-yl)oxy)methyl)allyl)carbamate F/C=C(\CNC(OC(C)(C)C)=O)/COC1=CC2=C(N=C(O2)NCCO)C=C1